C(C)OC(C(C=O)C=O)=O diformylacetic acid ethyl ester